tert-butyl 4-(2-(3-aminopropoxy)ethyl)piperazine-1-carboxylate NCCCOCCN1CCN(CC1)C(=O)OC(C)(C)C